C12CN(CC2C1)C1=NC(=CC(=C1)N1[C@@H](COCC1)C)Cl (3R)-4-(2-(3-azabicyclo[3.1.0]hexan-3-yl)-6-chloropyridin-4-yl)-3-methylmorpholine